C(C)OC=1C=C2C(=NC=NC2=CC1OCC)C=CCCC1=CC=CC=C1 6,7-Diethoxy-4-(4-phenylbut-1-enyl)quinazoline